C(C1=CC=CC=C1)NC(CC1=NC=C(C=C1)C=1C=CC2=C(CC(O2)CN2CCOCC2)C1)=O N-benzyl-2-(5-(2-(morpholinomethyl)-2,3-dihydrobenzofuran-5-yl)pyridin-2-yl)acetamide